resorcinoleformaldehyde C1(O)=C(C(O)=CC=C1)C=O